ClC1=C(C=C(C=C1)C(=O)OC)B(O)O 2-CHLORO-5-(METHOXYCARBONYL)PHENYLBORONIC ACID